(S)-6-((2-(3-aminopiperidin-yl)-5,7-difluoro-1H-benzo[d]imidazol-1-yl)methyl)nicotinonitrile N[C@@H]1CN(CCC1)C1=NC2=C(N1CC1=NC=C(C#N)C=C1)C(=CC(=C2)F)F